5-((6-(2,6-dichlorophenyl)-8-methyl-7-oxo-7,8-dihydropyrido[2,3-d]pyrimidin-2-yl)amino)-2-((1-(2-morpholinoethyl)-1H-pyrazol-3-yl)oxy)nicotinonitrile ClC1=C(C(=CC=C1)Cl)C1=CC2=C(N=C(N=C2)NC=2C=NC(=C(C#N)C2)OC2=NN(C=C2)CCN2CCOCC2)N(C1=O)C